(R)-2-(3,4-dicyanophenyl)-2-((R)-3,3-difluorocyclopentyl)-N-(3-(trifluoromethyl)-1,2,4-thiadiazol-5-yl)acetamide C(#N)C=1C=C(C=CC1C#N)[C@H](C(=O)NC1=NC(=NS1)C(F)(F)F)[C@H]1CC(CC1)(F)F